ClC=1C(=NC(=NC1)NC=1C=NN(C1)C1CCN(CC1)C)C1=CC=C(C(=O)N[C@H](C)C#N)C=C1 (R)-4-(5-chloro-2-((1-(1-methylpiperidin-4-yl)-1H-pyrazol-4-yl)amino)pyrimidin-4-yl)-N-(1-cyanoethyl)benzamide